OC1=C(C=C(C=C1)CC(=O)NC1=CC(=CC=C1)C1CCC(CC1)=O)OC 2-(4-Hydroxy-3-methoxyphenyl)-N-(3-(4-oxocyclohexyl)phenyl)acetamide